5-(3-fluorophenyl)-N-(pyridin-4-yl)-3-ureidothiophene-2-carboxamide FC=1C=C(C=CC1)C1=CC(=C(S1)C(=O)NC1=CC=NC=C1)NC(=O)N